N-((6-((((3-fluorobicyclo[1.1.1]pentan-1-yl)methyl)amino)methyl)imidazo[1,2-a]pyridin-2-yl)methyl)-5-(pyrrolidin-1-yl)nicotinamide FC12CC(C1)(C2)CNCC=2C=CC=1N(C2)C=C(N1)CNC(C1=CN=CC(=C1)N1CCCC1)=O